[Si](C)(C)(C(C)(C)C)OC=1C(=CC=2CC3=CC(=C(C=C3C(C2C1)(C)C)O[Si](C)(C)C(C)(C)C)F)F 3,6-bis((tert-butyldimethylsilyl)oxy)-2,7-difluoro-10,10-dimethylanthracen